4-(2,4-bis(trifluoromethyl)phenyl)pyrazolo[1,5-d][1,2,4]triazine-7(6H)-thione FC(C1=C(C=CC(=C1)C(F)(F)F)C=1C=2N(C(NN1)=S)N=CC2)(F)F